CN(C1=CC=C(C=C1)\C=C\C1=CC=C(C=C1)C=C)C (E)-N,N-dimethyl-4-(4-vinylstyryl)aniline